CC(C)(C)OC(=O)[C@@H](CCC(=O)O)N.Cl D-glutamic acid α-tert-butyl ester hydrochloride